5-{2-[5-Chloro-2-(5-methoxychinolin-8-sulfonamido)-3-methylphenyl]ethynyl}-pyridin ClC=1C=C(C(=C(C1)C#CC=1C=CC=NC1)NS(=O)(=O)C=1C=CC(=C2C=CC=NC12)OC)C